3-(3-chloropropyl)-1-[3-(4,4,5,5-tetramethyl-1,3,2-dioxaborolan-2-yl)phenyl]urea ClCCCNC(NC1=CC(=CC=C1)B1OC(C(O1)(C)C)(C)C)=O